C(C)OC(=O)C=1C=C2CN(C(C2=CC1OCC)=O)CC1=CC=C(C=C1)F 6-ethoxy-2-(4-fluorobenzyl)-1-oxoisoindoline-5-carboxylic acid ethyl ester